(E)-N-(3-phenyl-4-(phenylselanyl)but-3-en-1-yl)picolinamide C1(=CC=CC=C1)\C(\CCNC(C1=NC=CC=C1)=O)=C\[Se]C1=CC=CC=C1